C(CCCCC)C(C(=O)OCCN(CCOC(C(CCCCCCCC)CCCCCC)=O)CCN1CCN(CC1)CCN(CCOC(C(CCCCCCCC)CCCCCC)=O)CCN(CCOC(C(CCCCCCCC)CCCCCC)=O)CCOC(C(CCCCCCCC)CCCCCC)=O)CCCCCCCC ((2-(4-(2-((2-(bis(2-((2-hexyldecanoyl)oxy)ethyl)amino)ethyl) (2-((2-hexyldecanoyl)oxy)ethyl)amino)ethyl) piperazin-1-yl)ethyl)azanediyl)bis(ethane-2,1-diyl) bis(2-hexyldecanoate)